5-(2-(ethylthio)propyl)-3-hydroxy-2-cyclohexen-1-one C(C)SC(CC1CC(=CC(C1)=O)O)C